[Ca].FC=1C(=NC(=NC1)NC1=CC(=C(C(=C1)OC)OC)OC)N 5-fluoro-N2-(3,4,5-trimethoxyphenyl)-2,4-pyrimidinediamine monocalcium salt